C(C)(C)(C)N1CCN(CC1)C=1C=C(C=NC1N(C)C)C=1C(=C(C=C(C1)F)C1=CC(=C(C=C1)N1C(N(C=C1)C)=O)Cl)O 1-(3'-(5-(4-(tert-butyl)piperazin-1-yl)-6-(dimethylamino)pyridin-3-yl)-3-chloro-5'-fluoro-2'-hydroxy-[1,1'-biphenyl]-4-yl)-3-methyl-1H-imidazol-2(3H)-one